4-cyano-1-benzyloxy-5-phenyl-pyrroline-2(3H)-one C(#N)C1CC(N(C1C1=CC=CC=C1)OCC1=CC=CC=C1)=O